NCC1=CC(=C(OCCCC2=C(N=C(S2)N2CCCC3=C2N=NC(=C3C)NC=3SC2=C(N3)C=CC=C2)C(=O)O)C=C1)F {3-[4-(aminomethyl)-2-fluorophenoxy]propyl}-2-{3-[(1,3-benzothiazol-2-yl)amino]-4-methyl-5H,6H,7H,8H-pyrido[2,3-c]pyridazin-8-yl}-1,3-thiazole-4-carboxylic acid